FC1=C(C=CC(=C1OC)N1CC(C1)(NC=1OC(=NN1)C1CC2(C1)CCC2)C)C2C(NC(CC2)=O)=O 3-(2-fluoro-3-methoxy-4-(3-methyl-3-((5-(spiro[3.3]heptan-2-yl)-1,3,4-oxadiazol-2-yl)amino)azetidin-1-yl)phenyl)piperidine-2,6-dione